FC1=C(NC=2SC=C(N2)C(C(=O)OCC)(CCC(=O)OC)CC)C=CC(=C1)F O1-ethyl O5-methyl 2-[2-(2,4-difluoroanilino)thiazol-4-yl]-2-ethyl-pentanedioate